imino-2,1-ethanediamine N=C(CN)N